2-ethyl-5-(phenyl-(phenylsulfonyl)methyl)thiophene tert-butyl-(2-chloro-4-fluoro-3-((5-fluoro-3-methyl-4-oxo-3,4-dihydroquinazolin-6-yl)oxy)phenyl)carbamate C(C)(C)(C)N(C(O)=O)C1=C(C(=C(C=C1)F)OC=1C(=C2C(N(C=NC2=CC1)C)=O)F)Cl.C(C)C=1SC(=CC1)C(S(=O)(=O)C1=CC=CC=C1)C1=CC=CC=C1